4-(1-(2,6-dichlorophenyl)azetidin-3-yl)-2,6-dimethylbenzaldehyde ClC1=C(C(=CC=C1)Cl)N1CC(C1)C1=CC(=C(C=O)C(=C1)C)C